FC=1C=C(C=C(C1)F)C=1SC=C(N1)COCC/C=C/CCN1C[C@@H]([C@H]([C@@H]([C@H](C1)O)O)O)O (3S,4R,5R,6S)-1-[(3E)-6-{[2-(3,5-difluorophenyl)-1,3-thiazol-4-yl]methoxy}-3-hexen-1-yl]-3,4,5,6-azepanetetrol